COC(OC)[SiH2]CCCCNC(NCCCC[SiH2]C(OC)OC)=O bis(4-Dimethoxymethylsilylbutyl)urea